tert-butyl 2-methyl-6-(trifluoromethylsulfonyloxy)-3,4-dihydro-2H-pyridine-1-carboxylate CC1N(C(=CCC1)OS(=O)(=O)C(F)(F)F)C(=O)OC(C)(C)C